7-amino-6-methoxy-2-methyl-3,4-dihydroisoquinolin-1(2H)-one NC1=C(C=C2CCN(C(C2=C1)=O)C)OC